4-(4-(4-propenoylpiperazin-1-yl)phenyl)-6-(1-(2-(3-methoxypropoxy)ethyl)-1H-pyrazol-4-yl)pyrazolo[1,5-a]pyridine-3-carbonitrile C(C=C)(=O)N1CCN(CC1)C1=CC=C(C=C1)C=1C=2N(C=C(C1)C=1C=NN(C1)CCOCCCOC)N=CC2C#N